(6Z)-2-[(4Z)-dec-4-en-1-yl]dodec-6-enenitrile (6Z,15Z)-Henicosa-6,15-dien-11-yl-4-methylbenzenesulfonate CCCCC\C=C/CCCC(CCC\C=C/CCCCC)OS(=O)(=O)C1=CC=C(C=C1)C.C(CC\C=C/CCCCC)C(C#N)CCC\C=C/CCCCC